5,7,3',4'-Tetrahydroxy-Isoflavon OC1=C2C(C(=COC2=CC(=C1)O)C1=CC(=C(C=C1)O)O)=O